C(C)OCCC=1NN=C2C(=NC=3C=C(C=CC3C21)N2N=CC=C2)N (2-ethoxyethyl)-7-(1H-pyrazol-1-yl)-2H-pyrazolo[3,4-c]quinolin-4-amine